BrC1=CC=C2C(=CNC2=C1F)S(=O)(=O)NC1=NC(=C(C(=N1)OC)OC(F)F)OC 6-bromo-N-[5-(difluoromethoxy)-4,6-dimethoxy-pyrimidin-2-yl]-7-fluoro-1H-indole-3-sulfonamide